C(C)(=O)C1=CC=C2C3(CN(CC2=C1)C(=O)OC(C)(C)C)CC3 tert-Butyl 7'-acetyl-1'H-spiro[cyclopropane-1,4'-isoquinoline]-2'(3'H)-carboxylate